FC1=CC(=C(C(=C1)C(C)C)NC(=O)NS(=O)(=O)C1=CC=C(C=C1)C(C)(C)O)C(C)C N-(4-fluoro-2,6-diisopropylphenylcarbamoyl)-4-(2-hydroxypropan-2-yl)benzenesulfonamide